N-(5-(ethylthio)-1,3,4-thiadiazol-2-yl)-2-((4-oxo-1-(tetrahydro-2H-pyran-4-yl)-4,5-dihydro-1H-pyrazolo[3,4-d]pyrimidin-6-yl)thio)acetamide C(C)SC1=NN=C(S1)NC(CSC=1NC(C2=C(N1)N(N=C2)C2CCOCC2)=O)=O